FC1=C(C=CC=C1OC(F)(F)F)C1=CC(=NC=C1)CC(=O)NC1=CC=C(N=N1)CCCCN1N=NC(=C1)C(=O)NC 1-(4-(6-(2-(4-(2-fluoro-3-(trifluoromethoxy)phenyl)pyridin-2-yl)acetamido)pyridazin-3-yl)butyl)-N-methyl-1H-1,2,3-triazole-4-carboxamide